4-((tert-butyldiphenylsilyl)oxy)-6-(3-(3-(hydroxymethyl)phenyl)prop-1-yn-1-yl)benzo[d]thiazole [Si](C1=CC=CC=C1)(C1=CC=CC=C1)(C(C)(C)C)OC1=CC(=CC2=C1N=CS2)C#CCC2=CC(=CC=C2)CO